C1(=CC=CC=C1)N1C2=CC=C(C=C2C=2C=C(C=CC12)N)N N-phenyl-3,6-diaminocarbazole